C(C)(=O)O[C@@H]1[C@@H]([C@H]([C@@H](SC=2C(=NC=C(C2)Cl)C(F)(F)F)O[C@@H]1COC(C)=O)OC)N=[N+]=[N-] 5-Chloro-2-(trifluoromethyl)pyridin-3-yl 4,6-di-O-acetyl-3-azido-3-deoxy-2-O-methyl-1-thio-α-D-galactopyranoside